bromo-6-(1,3-dimethyl-1H-pyrazol-4-yl)pyrazolo[1,5-a]pyridine BrC1=NN2C(C=CC(=C2)C=2C(=NN(C2)C)C)=C1